N(=[N+]=[N-])C(C(=O)NCCCC[C@@H](C(=O)O)NC(=O)OCC1C2=CC=CC=C2C=2C=CC=CC12)(C)C (2S)-6-(2-azido-2-methylpropanamido)-2-({[(9H-fluoren-9-yl)methoxy]carbonyl}amino)hexanoic acid